FC(C1=CN=CN1C1CC(C1)O)(F)F (1s,3s)-3-(5-(trifluoromethyl)-1H-imidazol-1-yl)cyclobutan-1-ol